CN(C1=CC=NC(N1C)=O)C 6-(dimethylamino)-1-methylpyrimidin-2(1H)-one